FC1=C(C2=C(CN(S2)C)C=C1)C(F)F 6-fluoro-2-methyl-7-difluoromethyl-benzo[d]isothiazol